COCCOC(C)(C)C1=CC=C(C#N)C=C1 4-(2-(2-methoxyethoxy)propan-2-yl)benzonitrile